CC1(OCCC(C1)C(=O)O)C 2,2-dimethyloxane-4-carboxylic acid